1-(4-methoxybenzyl)-5-(4-(4,4,5,5-tetramethyl-1,3,2-dioxaborolan-2-yl)phenoxy)-1H-1,2,3-triazole-4-carboxylic acid methyl ester COC(=O)C=1N=NN(C1OC1=CC=C(C=C1)B1OC(C(O1)(C)C)(C)C)CC1=CC=C(C=C1)OC